(2-((1-methylcyclopropyl)methyl)-4-phenoxypyrimidin-5-yl)(3-((methylsulfonyl)methylene)azetidin-1-yl)methanone CC1(CC1)CC1=NC=C(C(=N1)OC1=CC=CC=C1)C(=O)N1CC(C1)=CS(=O)(=O)C